2-methyl-1,4,5,6-tetrahydro-pyrimidine-4-carboxylic acid CC=1NCCC(N1)C(=O)O